CC1(OB(OC1(C)C)C1CNCCC1)C 3-(4,4,5,5-tetramethyl-1,3,2-dioxaborolan-2-yl)piperidine